COC1=C(C=C(C=C1)C=1C=C(N(S(N1)(=O)=O)CCC)C(=O)NC1=CC(=CC=C1)C(F)(F)F)C(F)(F)F 5-[4-methoxy-3-(trifluoromethyl)phenyl]-1,1-dioxo-2-propyl-N-[3-(trifluoromethyl)phenyl]-2H-1λ6,2,6-thiadiazine-3-carboxamide